hydroxy-3-(2-methoxypyridin-4-yl)-7-oxabicyclo[2.2.1]heptane OC12CC(C(CC1)O2)C2=CC(=NC=C2)OC